C[C@H]1CN(C[C@H](O1)C)C1=NC(=CC=C1)[Sn](C)(C)C (2S,6R)-2,6-dimethyl-4-(6-(trimethylstannyl)pyridin-2-yl)morpholine